6-chloro-8-(2,4-difluorophenyl)-2,3-dimethyl-pyrimido[5,4-d]pyrimidin-4-one ClC=1N=C(C=2N=C(N(C(C2N1)=O)C)C)C1=C(C=C(C=C1)F)F